1-hydroxy-10,10-dimethyl-4-phenyl-2-(2,2,2-trifluoroethan-1-one-1-yl)-10H-indeno[2,3-g]quinoline ON1C(C=C(C2=CC=3C(C=C12)=C1C(C=CC=C1C3)(C)C)C3=CC=CC=C3)C(C(F)(F)F)=O